(2,5-dioxopyrrolidin-1-yl)2-methylheptanoate O=C1N(C(CC1)=O)C(C(=O)[O-])(CCCCC)C